CN1C=C(C2=CC=CC(=C12)C1CCNCC1)C=1C=C(C=2N(N1)C(=CN2)C(=O)N)NC 6-[1-methyl-7-(piperidin-4-yl)indol-3-yl]-8-(methylamino)imidazo[1,2-b]pyridazine-3-carboxamide